C1CC12NCC(C2)C2=CC(NC=C2)=O 4-(4-azaspiro[2.4]heptan-6-yl)pyridin-2(1H)-one